FC1([C@H](C12CCN(CC2)S(=O)(=O)N)C2=NC(=NO2)C2=CC(=CC=C2)F)F (2R)-1,1-difluoro-2-[3-(3-fluorophenyl)-1,2,4-oxadiazol-5-yl]-6-azaspiro[2.5]octane-6-sulfonamide